methyl 2-((1H-pyrrolo[2,3-b]pyridin-5-yl)oxy)-4-(4-((6-(4-chlorophenyl)spiro[3.5]non-6-en-7-yl)methyl)piperazin-1-yl)benzoate N1C=CC=2C1=NC=C(C2)OC2=C(C(=O)OC)C=CC(=C2)N2CCN(CC2)CC2=C(CC1(CCC1)CC2)C2=CC=C(C=C2)Cl